CC1(OB(OC1(C)C)C1=CC(CC1)C1=CC=CC=C1)C 4,4,5,5-tetramethyl-2-(3-phenylcyclopent-1-en-1-yl)-1,3,2-dioxaborolane